C1(CC1)C=1C=NC(=NC1)N1C(C(C(=CC1)CC(=O)[O-])C)C 2-(1-(5-cyclopropylpyrimidin-2-yl)-3-methyl-Methyl 1,2,3,6-tetrahydropyridin-4-yl)acetate